3H-spiro[isoquinoline-4,4'-piperidin]-3-one N1CCC2(CC1)C(N=CC1=CC=CC=C12)=O